(1-(tert-butyl)-5-methyl-1H-pyrazol-3-yl)ammonia C(C)(C)(C)N1N=C(C=C1C)N